azido-ornithine N(=[N+]=[N-])N[C@@H](CCCN)C(=O)O